N-(methoxy-methylsulfonyl-phosphoryl)acetamide COP(=O)(S(=O)(=O)C)NC(C)=O